CC1(CCC=C(C1)C(CCC=C)=O)C 1-(5,5-dimethyl-1-cyclohexenyl)-4-penten-1-one